C(\C=C\C(=O)OC)(=O)OC1=CC=CC=C1 phenyl Methyl Fumarate